N-((1r,4r)-4-(3-chloro-4-cyanophenoxy)cyclohexyl)-6-(4-(piperazin-1-yl)piperidin-1-yl)pyridazine-3-carboxamide ClC=1C=C(OC2CCC(CC2)NC(=O)C=2N=NC(=CC2)N2CCC(CC2)N2CCNCC2)C=CC1C#N